OC1=CC(=C(C=C1)OC)CCC1=CC=CC=C1 p-hydroxyphenylethyl-anisole